1-[3-[(1R)-1-[(6-diethylphosphoryl-2-methyl-pyrido[3,4-d]pyrimidin-4-yl)amino]ethyl]-2-fluoro-phenyl]-1,1-difluoro-2-methyl-propan-2-ol C(C)P(=O)(CC)C1=CC2=C(N=C(N=C2N[C@H](C)C=2C(=C(C=CC2)C(C(C)(O)C)(F)F)F)C)C=N1